4-(2-{[(2s,7ar)-2-fluoro-hexahydro-1H-pyrrolizin-7a-yl]Methoxy}-6-chloro-4-{3,8-diazabicyclo[3.2.1]Oct-3-yl}-8-fluoroquinazolin-7-yl)naphthalen-2-ol Tin-chromium [Cr].[Sn].F[C@H]1C[C@]2(CCCN2C1)COC1=NC2=C(C(=C(C=C2C(=N1)N1CC2CCC(C1)N2)Cl)C2=CC(=CC1=CC=CC=C21)O)F